C1(CCC1)CC(C(C=CC1=C(C=C(C=C1)F)F)=O)C(C=CC1=C(C=C(C=C1)F)F)=O 4-(cyclobutylmethyl)-1,7-bis(2,4-difluorophenyl)hept-1,6-diene-3,5-dione